tert-butyl N-[(1s,4s)-4-{[(1Z)-(dimethylamino)methylidene]carbamoyl}cyclohexyl]carbamate CN(C)\C=N/C(=O)C1CCC(CC1)NC(OC(C)(C)C)=O